FC1=C(C(=CC=C1)C)N1CCC(CC1)N1N=C2N(C(NCC2=C1)=O)CC1=C(C=CC=C1)C(F)(F)F [1-(2-fluoro-6-methyl-phenyl)-piperidin-4-yl]-7-(2-trifluoromethyl-benzyl)-2,4,5,7-tetrahydro-pyrazolo[3,4-d]Pyrimidin-6-one